4,5-diazafluoren-9-one thiosemicarbazone C1=CC=NC=2C3=NC=CC=C3C(C12)=NNC(=S)N